Cl.COC(=O)C=1C=C(C2=C(N(C(=N2)C)C/C(=C/CN)/F)C1)C1=CC=C(C=C1)S(N(C)C)(=O)=O (Z)-1-(4-amino-2-fluoro-but-2-en-1-yl)-4-(4-(N,N-dimethylsulfamoyl)phenyl)-2-methyl-1H-benzo[d]imidazole-6-carboxylic acid methyl ester hydrochloride